F[As-](F)(F)(F)(F)F.[Li+] Lithium hexafluoroarsenat